ethyl 5-methylene-1,3-dioxane-2-carboxylate C=C1COC(OC1)C(=O)OCC